Cl.NCCOC(C=C)=O acrylic acid-2-aminoethyl ester hydrochloride